N6-(1-ethylpropyl)-3-isopropyl-N8-[(2-methoxyphenyl)methyl]-[1,2,4]triazolo[4,3-b]pyridazine-6,8-diamine C(C)C(CC)NC=1C=C(C=2N(N1)C(=NN2)C(C)C)NCC2=C(C=CC=C2)OC